(trans-1-(hydroxymethyl)-3-methyl-6-azabicyclo[3.1.1]hept-6-yl)(pyridin-2-yl)methanone OCC12CC(CC(N1C(=O)C1=NC=CC=C1)C2)C